C(C(C)C)(=O)O[C@@H](C)OC(=O)NCC1(CCCCC1)CC(=O)O |r| (±)-1-([(α-isobutanoyloxyethoxy)carbonyl]aminomethyl)-1-cyclohexaneacetic acid